5-((3-(4-(trifluoromethoxy)phenyl)thioureido)methyl)pyrazolo[1,5-a]pyridine-3-carboxamide FC(OC1=CC=C(C=C1)NC(NCC1=CC=2N(C=C1)N=CC2C(=O)N)=S)(F)F